Cl.CN(C(CN1N=CC(=C1)NC(CC1=CC=CC=C1)=O)=O)CCOC1=CC=C(C=C1)C N-Methyl-2-(4-(2-phenylacetamido)-1H-pyrazol-1-yl)-N-(2-(p-tolyloxy)ethyl)acetamide hydrochloride